C[C@@H]1CN(C(=CC1)C1=CC2=CN(N=C2C=C1)[C@@H]1CN(CC1)C)C(=O)OC(C)(C)C tert-Butyl (3S)-3-methyl-6-[2-[(3S)-1-methylpyrrolidin-3-yl]indazol-5-yl]-3,4-dihydro-2H-pyridine-1-carboxylate